(1R,3S,5R)-2-{2-[3-Acetyl-7-methyl-5-(2-methylpyrimidin-5-yl)indazol-1-yl]acetyl}-5-methyl-N-{2-oxo-[1,2'-bipyridine]-3-yl}-2-azabicyclo[3.1.0]hexane-3-carboxamide C(C)(=O)C1=NN(C2=C(C=C(C=C12)C=1C=NC(=NC1)C)C)CC(=O)N1[C@@H]2C[C@@]2(C[C@H]1C(=O)NC=1C(N(C=CC1)C1=NC=CC=C1)=O)C